NC1=NC=2C=C(C(=CC2C2=C1C(OC2)C)C(=O)N(C=2C=NN(C2)C)CC2=NC=C(C=C2F)C#C)C 4-amino-N-((5-ethynyl-3-fluoropyridin-2-yl)methyl)-3,7-dimethyl-N-(1-methyl-1H-pyrazol-4-yl)-1,3-dihydrofuro[3,4-c]quinoline-8-carboxamide